ClC1=C(C=CC(=C1)Cl)C(CNC(=O)C=1C2=C(N=NC1OC1=CC(=CC=C1)C(F)(F)F)OCCO2)F N-[2-(2,4-dichlorophenyl)-2-fluoro-ethyl]-3-[3-(trifluoromethyl)phenoxy]-6,7-dihydro-[1,4]dioxino[2,3-c]pyridazine-4-carboxamide